CC1=C(C(=CC=C1)C)NC(=O)C2CCCCN2C.Cl n-(2,6-dimethylphenyl)-1-methyl-2-piperidinecarboxamide hydrochloride